tert-butyl glycidyl ether carbonate C(O)(O)=O.C(C1CO1)OC(C)(C)C